7-hydroxy-3-carbamyl-coumarin OC1=CC=C2C=C(C(OC2=C1)=O)C(N)=O